(1S,2R)-9-hydroxy-2-methyl-8,10-dioxo-N-(2,4,6-trifluorobenzyl)-3,4,5,6,8,10-hexahydro-2H-1,7-methanopyrido[1,2-b][1,2,5]triazecine-11-carboxamide OC=1C(C(=CN2N3[C@@H](CCCCN(C(C21)=O)C3)C)C(=O)NCC3=C(C=C(C=C3F)F)F)=O